FC=1C=CC2=C(N(CCN(C2)C2=CC(=C(C(=C2)C)NC(CC(C)(C)C)=O)C)C)C1 N-(4-(8-fluoro-1-methyl-1,2,3,5-tetrahydro-4H-benzo[e][1,4]diazepin-4-yl)-2,6-dimethylphenyl)-3,3-dimethylbutyramide